4-(3-(2-chloro-3-ethyl-1H-pyrrolo[2,3-b]pyridin-5-yl)phenyl)morpholin-3-one ClC1=C(C=2C(=NC=C(C2)C=2C=C(C=CC2)N2C(COCC2)=O)N1)CC